CS(=O)(=O)N1CCN(CC1)C=1C=C2C=NN(C2=CC1)C=1C=C(C=C(C1)C(F)(F)F)O 3-(5-(4-(Methylsulfonyl)-piperazin-1-yl)-1H-indazol-1-yl)-5-(trifluoromethyl)phenol